N1=C(C=CC=C1)CCNC(=O)C1CC(CCC1C(C)C)C N-(2-(Pyridin-2-yl)ethyl)-3-p-menthancarboxamid